1-benzoyl-N-(6-(5-methyl-1,3,4-thiadiazol-2-yl)isoquinolin-3-yl)piperidine-4-carboxamide C(C1=CC=CC=C1)(=O)N1CCC(CC1)C(=O)NC=1N=CC2=CC=C(C=C2C1)C=1SC(=NN1)C